C(C)(C)(C)OC(=O)N1C[C@@H](N(CC1)C=1C2=C(N=CN1)N(C=C2N2CCCC2)C2CCCC2)C (S)-4-(7-cyclopentyl-5-(pyrrolidin-1-yl)-7H-pyrrolo[2,3-d]pyrimidin-4-yl)-3-methylpiperazine-1-carboxylic acid tert-butyl ester